ClC1=C(C#N)C=CC(=C1)N1CC2(CC1C)CCN(CC2)C=2N=NC(=CC2)C(=O)N2CC(C2)CN2CCN(CC2)C2=CC(=CC=C2)NC2C(NC(CC2)=O)=O 2-Chloro-4-(8-(6-(3-((4-(3-((2,6-dioxopiperidin-3-yl)amino)phenyl)piperazin-1-yl)methyl)azetidine-1-carbonyl)pyridazin-3-yl)-3-methyl-2,8-diazaspiro[4.5]decan-2-yl)benzonitrile